4-(benzyloxy)-3-bromo-6-hydroxy-2,5-dimethylbenzoic acid C(C1=CC=CC=C1)OC1=C(C(=C(C(=O)O)C(=C1C)O)C)Br